OC1=CC=C(CNC(=O)C=2C=C(C=C(C2)C2=CC=CC=C2)/C=C/C(=O)OC)C=C1 Methyl (E)-3-(5-((4-hydroxybenzyl)carbamoyl)-[1,1-biphenyl]-3-yl)acrylate